N-(2,3-dihydro-2-oxo-1H-benzimidazol-5-yl)-3-oxobutanamide O=C1NC2=C(N1)C=CC(=C2)NC(CC(C)=O)=O